CC(=NC=1C(=NC(=C(C1)Br)O[C@@H](COCCC)C)C)N(C)CC methyl-N'-[5-bromo-2-methyl-6-[(1R)-1-methyl-2-propoxy-ethoxy]-3-pyridinyl]-N-ethyl-N-methyl-formamidine